7-methoxy-1-methyl-5-(4,4,5,5-tetramethyl-1,3,2-dioxaborolan-2-yl)-1H-benzo[d][1,2,3]triazole COC1=CC(=CC2=C1N(N=N2)C)B2OC(C(O2)(C)C)(C)C